C(C(=O)O)(=O)O.FC1=CC2=C(C(=NO2)C2CCN(CC2)CCCOC=2SC=C(N2)C2=CN=CO2)C=C1 6-fluoro-3-{1-[3-(4-oxazol-5-yl-thiazol-2-yloxy)-propyl]-piperidin-4-yl}-benzo[d]isoxazole oxalate